O=C1NC[C@H](N1)C(F)(F)F (S)-2-oxo-4-(trifluoromethyl)imidazoline